Caprylalcohol CCCCCCCCO